3-(thiophene-2-yl)-1,10-phenanthroline S1C(=CC=C1)C=1C=NC2=C3N=CC=CC3=CC=C2C1